OC1=C(C=C(NC2=NC(=NC(=N2)SCCCCCCCC)SCCCCCCCC)C=C1C)C 6-(4-hydroxy-3,5-dimethyl-anilino)-2,4-bis-octylthio-1,3,5-triazine